7-bromofuro[2,3-c]quinoline-2-carboxamide BrC=1C=CC=2C3=C(C=NC2C1)OC(=C3)C(=O)N